FC1=CC=C(C=C1)[C@@H]1N(CCC2=CC=CC=C12)C(=O)O[C@H]1[C@H](CC1)N (1R,2S)-2-aminocyclobutyl (S)-1-(4-fluorophenyl)-3,4-dihydroisoquinoline-2(1H)-carboxylate